BrC=1C=C(C=C2C=NC(=NC12)N[C@H]1[C@@H](COCC1)O)C(F)F |r| racemic-(3S,4R)-4-((8-bromo-6-(difluoromethyl)quinazolin-2-yl)amino)tetrahydro-2H-pyran-3-ol